C12N(CC(C1)C2)C2=CC(=C(C=N2)C2CN(CC2)C(C=C)=O)C2=NN(C=C2)C 1-(3-(6-(2-azabicyclo[2.1.1]hexan-2-yl)-4-(1-methyl-1H-pyrazol-3-yl)pyridin-3-yl)pyrrolidin-1-yl)prop-2-en-1-one